N-(1-(4,4-difluoropiperidin-1-yl)pyrrolo[1,2-c]pyrimidin-3-yl)-4-((2-hydroxyethyl)sulfonamido)-2-(6-azaspiro[2.5]octan-6-yl)benzamide FC1(CCN(CC1)C1=NC(=CC=2N1C=CC2)NC(C2=C(C=C(C=C2)NS(=O)(=O)CCO)N2CCC1(CC1)CC2)=O)F